4-amino-3-chloro-6-(4-chloro-2-fluoro-3-methoxyphenyl)-5-fluoropicolinic acid NC1=C(C(=NC(=C1F)C1=C(C(=C(C=C1)Cl)OC)F)C(=O)O)Cl